2-aminoethyl((1-((3-((5-ethyl-2-methoxyphenyl)sulfonamido)-4-methoxybenzo[d]isoxazol-6-yl)methyl)-1H-pyrazol-4-yl)methyl)carbamate hydrochloride Cl.NCCN(C(O)=O)CC=1C=NN(C1)CC1=CC2=C(C(=NO2)NS(=O)(=O)C2=C(C=CC(=C2)CC)OC)C(=C1)OC